(Bromomethyl)-8-methyl-2-o-tolylisoquinolin-1(2H)-one BrCC=1N(C(C2=C(C=CC=C2C1)C)=O)C1=C(C=CC=C1)C